5-(3-trifluoromethoxybenzoyl)-3-(octahydro-2H-quinolizin-2-yl)-benzofuran FC(OC=1C=C(C(=O)C=2C=CC3=C(C(=CO3)C3CC4CCCCN4CC3)C2)C=CC1)(F)F